N1=CN(C2=NC=CC=C21)[C@@H]2C[C@@H](CCC2)NC2=NC=C(C(=N2)C=2C(=NNC2)C2CC2)C#N 2-(((1R,3S)-3-(3H-imidazo[4,5-b]pyridin-3-yl)cyclohexyl)amino)-4-(3-cyclopropyl-1H-pyrazol-4-yl)pyrimidine-5-carbonitrile